2-methylpyrrolidine-1-carboxylate CC1N(CCC1)C(=O)[O-]